FC1=C(C=C(C(=C1)OC)OCC1=C(C=CC=C1C(F)(F)F)OC)[N+](=O)[O-] 1-fluoro-5-methoxy-4-((2-methoxy-6-(trifluoromethyl)benzyl)oxy)-2-nitrobenzene